N-{(1R)-1-[3-(difluoromethyl)-2-fluorophenyl]ethyl}-6-[hexahydrocyclopenta[c]pyrrol-2(1H)-yl]-2-methylpyrido[3,4-d]pyrimidin-4-amine FC(C=1C(=C(C=CC1)[C@@H](C)NC=1C2=C(N=C(N1)C)C=NC(=C2)N2CC1C(C2)CCC1)F)F